1-(5-tert-Butyl-2-p-tolyl-2H-pyrazol-3-yl)-3-[2-fluoro-4-(3-methyl-pyridin-4-yloxy)-phenyl]-urea C(C)(C)(C)C=1C=C(N(N1)C1=CC=C(C=C1)C)NC(=O)NC1=C(C=C(C=C1)OC1=C(C=NC=C1)C)F